CC=1N(C(=CC1)SC1=CC=C(C=C1)[N+](=O)[O-])C1=NC=CC=C1 2-(2-methyl-5-((4-nitrophenyl)thio)-1H-pyrrol-1-yl)pyridine